C(C)OC(=O)C=1C=C(C=C(C1)C(F)(F)F)N1N=CC(=C1)B(O)O [1-[3-ethoxycarbonyl-5-(trifluoromethyl)phenyl]pyrazol-4-yl]boronic acid